(1S,3ar,6as)-2-(2-(2-chlorophenyl)-2-hydroxyacetyl)-N-((S)-3-oxo-1-((S)-2-oxopyrrolidin-3-yl)-4-(trifluoromethoxy)butan-2-yl)octahydrocyclopenta[c]pyrrole-1-carboxamide ClC1=C(C=CC=C1)C(C(=O)N1[C@@H]([C@@H]2[C@H](C1)CCC2)C(=O)N[C@@H](C[C@H]2C(NCC2)=O)C(COC(F)(F)F)=O)O